FC1=CC=C(C=C1)C=1C=2N(C=CC1C=1C=NNC1)N=C(N2)NC2CCN(CC2)S(=O)(=O)C 8-(4-fluorophenyl)-N-(1-(methylsulfonyl)piperidin-4-yl)-7-(1H-pyrazol-4-yl)-[1,2,4]triazolo[1,5-a]pyridin-2-amine